O=C1NC(CCC1N1C(C2=C3C(C=CC=C13)=CC=C2)=O)=O 1-(2,6-dioxopiperidin-3-yl)-2-oxo-1,2-dihydrobenzo[cd]indol